OC[C@H]1C[C@]2(CCC1)[C@H]1CC[C@@H]([C@H]2NC(OCC2=CC=CC=C2)=O)C1 benzyl ((1S,2R,3R,3'R,4R)-3'-(hydroxymethyl)spiro[bicyclo[2.2.1]heptane-2,1'-cyclohexan]-3-yl)carbamate